COC1=NC=CC(=C1)C1=CC=2C(=NC=CC2N2CC3CCC(C2)N3C3COC3)N1S(=O)(=O)C1=CC=C(C)C=C1 2-(2-methoxypyridin-4-yl)-4-(8-(oxetan-3-yl)-3,8-diazabicyclo[3.2.1]oct-3-yl)-1-tosyl-1H-pyrrolo[2,3-b]pyridine